Tert-butyl (1-(1-(Sa)-(2,3-dichlorophenyl)-2-methyl-6-oxo-1,6-dihydropyrimidin-4-yl)-4-methylpiperidin-4-yl)carbamate ClC1=C(C=CC=C1Cl)N1C(=NC(=CC1=O)N1CCC(CC1)(C)NC(OC(C)(C)C)=O)C